ethyl 1-(2-ethoxy-2-oxoethyl)-2-formyl-4-methyl-1H-pyrrole-3-carboxylate C(C)OC(CN1C(=C(C(=C1)C)C(=O)OCC)C=O)=O